ClC=1N=C(C2=C(N1)N=C(S2)N2C[C@@H](CC2)OC)C2=C(C=C(C=C2)C(F)(F)F)F (R)-5-chloro-7-(2-fluoro-4-(trifluoromethyl)phenyl)-2-(3-methoxypyrrolidin-1-yl)thiazolo[4,5-d]pyrimidine